tert-butyl 4-{4-[4-amino-3-(4-amino-3-fluorophenyl)-1-methyl-1H-pyrazolo[4,3-c]pyridin-7-yl]-1H-pyrazol-1-yl}piperidine-1-carboxylate NC1=NC=C(C2=C1C(=NN2C)C2=CC(=C(C=C2)N)F)C=2C=NN(C2)C2CCN(CC2)C(=O)OC(C)(C)C